3-(4-bromothien-2-yl)-2-methyl-3-oxopropanoic acid methyl ester COC(C(C(=O)C=1SC=C(C1)Br)C)=O